(2S,4R)-tert-butyl 2,3,8-triazatricyclo[5.2.1.02,6]deca-3,5-diene-8-carboxylate C12N3N=CC=C3C(N(C1)C(=O)OC(C)(C)C)C2